OC=1C=C(C=CC1OC)C1=CC=C(S1)C(=O)NC(C)C 5-(3-Hydroxy-4-methoxyphenyl)-N-isopropylthiophen-2-carboxamid